methyl 2-amino-5'-chloro-2'-(2-(5-cyano-2-methyl-4-oxopyrido[3,4-d]pyrimidin-3(4H)-yl) ethoxy)-[1,1'-biphenyl]-3-carboxylate NC1=C(C=CC=C1C(=O)OC)C1=C(C=CC(=C1)Cl)OCCN1C(=NC2=C(C1=O)C(=CN=C2)C#N)C